Methyl (S)-2-((tert-butoxycarbonyl) amino)-4-oxo-4-(3-(2-(5,6,7,8-tetrahydro-1,8-naphthyridin-2-yl) ethyl) azetidin-1-yl)butanoate C(C)(C)(C)OC(=O)N[C@H](C(=O)OC)CC(N1CC(C1)CCC1=NC=2NCCCC2C=C1)=O